N,N-dibenzyl-2-[1-[3-[3-[[tert-butyl(dimethyl)silyl]oxymethyl]phenyl]-1-tetrahydropyran-2-yl-indazol-5-yl]oxycyclopropyl]ethanamine C(C1=CC=CC=C1)N(CCC1(CC1)OC=1C=C2C(=NN(C2=CC1)C1OCCCC1)C1=CC(=CC=C1)CO[Si](C)(C)C(C)(C)C)CC1=CC=CC=C1